FC=1C=C(C=C2CCN(CC12)C[C@@]12OC[C@@H](N(C1)C)C2)C(=O)NO 8-fluoro-2-[[(1R,4S)-5-methyl-2-oxa-5-azabicyclo[2.2.1]heptan-1-yl]methyl]-3,4-dihydro-1H-isoquinoline-6-carbohydroxamic acid